7-fluoro-3-homoallylquinazolin-4-one FC1=CC=C2C(N(C=NC2=C1)CCC=C)=O